(S)-2-(2-(3-(3-(1-(2-Chloro-4-fluorophenyl)cyclopropyl)-1,2,4-oxadiazol-5-yl)-5-(difluoromethyl)-1H-pyrazol-1-yl)acetamido)propanamide ClC1=C(C=CC(=C1)F)C1(CC1)C1=NOC(=N1)C1=NN(C(=C1)C(F)F)CC(=O)N[C@H](C(=O)N)C